ethyl 3-phenyloxirane-2-carboxylate (ETHYL PHENYL GLYCIDATE) C(C)C1C(C(=O)O)(O1)C1=CC=CC=C1.C1(=CC=CC=C1)C1C(O1)C(=O)OCC